[Si](C)(C)(C(C)(C)C)OCCC1=NOC(=C1)C(=O)NC=1SC(=NN1)C1=C(C=CC=C1)Cl 3-(2-((tert-Butyldimethylsilyl)oxy)ethyl)-N-(5-(2-chlorophenyl)-1,3,4-thiadiazol-2-yl)isoxazole-5-carboxamide